O1CCC(=CC1)C=1C2=C(C(=NC1)OC)N=C(S2)NC(=O)C2=CC=C(C=C2)C(=O)N(C)C N4-[7-(3,6-dihydro-2H-pyran-4-yl)-4-methoxy-[1,3]thiazolo[4,5-c]pyridin-2-yl]-N1,N1-dimethylbenzene-1,4-dicarboxamide